C(C1=CC=CC=C1)OC=1C=C(C=CC1OCC1=CC=CC=C1)[C@H](O)[C@@H]1OC1 (S)-(3,4-bis(benzyloxy)phenyl)((R)-oxiran-2-yl)methanol